C1(=CC=CC=C1)CNC1=C(C=C(C=C1)S(=O)(=O)NC)B1OC(C(O1)(C)C)(C)C 4-(Phenylmethylamino)-N-methyl-3-(4,4,5,5-tetramethyl-1,3,2-dioxaborolan-2-yl)benzenesulfonamide